(5-(3-chlorophenyl)-3-(trifluoromethyl)cyclopent-1,3-dien-1-yl)methylamine ClC=1C=C(C=CC1)C1C=C(C=C1CN)C(F)(F)F